(2R)-piperidin-2-ylmethanol N1[C@H](CCCC1)CO